C(C)(C)(C)OC(=O)N(C(OC(C)(C)C)=O)C1=NC=CC(=N1)C1=C(C=2C(NCCC2N1)=O)NC1=C(C(=CC=C1)C#CC)OC tert-butyl N-(tert-butoxycarbonyl)-N-[4-(3-[[2-methoxy-3-(prop-1-yn-1-yl)phenyl]amino]-4-oxo-1H,5H,6H,7H-pyrrolo[3,2-c]pyridin-2-yl)pyrimidin-2-yl]carbamate